C(C)N1C=C(C(C2=CC=C3C(=C12)CC(C3)COS(=O)(=O)C)=O)C(=O)OCC ethyl 1-ethyl-8-(methylsulfonyloxymethyl)-4-oxo-8,9-dihydro-7H-cyclopenta[h]quinoline-3-carboxylate